ClC=1SC=C(N1)C(C(=O)OCCOCCOCCOCC)(F)F 2-[2-(2-ethoxyethoxy)ethoxy]ethyl (2-chloro-1,3-thiazol-4-yl)(difluoro)acetate